FC(C(CC=O)C)(F)F 4,4,4-trifluoro-3-methylbutanal